6,6-difluorobicyclo[3.1.0]hexane-3-amine hydrochloride Cl.FC1(C2CC(CC12)N)F